BrCC(COC(CCCCC)=O)(CBr)CBr.BrCC1=C(C(=NN1CCO[Si](C1=CC=CC=C1)(C1=CC=CC=C1)C(C)(C)C)C)I 2-[5-(bromomethyl)-4-iodo-3-methyl-pyrazol-1-yl]ethoxy-tert-butyl-diphenyl-silane 3-bromo-2,2-bis(bromomethyl)propyl-hexanoate